OC1C(CC12CCN(CC2)C(CN2C(CCCC2)=O)=O)C2N1C(C=3C=CC=CC23)=CN=C1 1-[2-[3-Hydroxy-2-(5H-imidazo[1,5-b]isoindol-5-yl)-7-azaspiro[3.5]nonan-7-yl]-2-oxo-ethyl]piperidin-2-on